S1C(=NC2=C1C=CC=C2)S[Zn]SC=2SC1=C(N2)C=CC=C1 Bis(benzothiazol-2-ylthio)zinc